BrC=1C=C2C(NC(=NC2=C2C1OCCN2)C)=O 6-Bromo-2-methyl-3,8,9,10-tetrahydro-4H-[1,4]oxazino[2,3-H]quinazolin-4-one